BrC=1C(=NC=C(C1)C(F)(F)F)OC1=C(C(=C(C=C1)F)F)C 3-Bromo-2-(3,4-difluoro-2-methyl-phenoxy)5-(trifluoromethyl)pyridine